tert-butyl 3-[7-bromo-2-[[1-[(dimethylamino) methyl] cyclopropyl] methoxy]-8-fluoro-quinazolin-4-yl]-3,8-diazabicyclo[3.2.1]octane-8-carboxylate BrC1=CC=C2C(=NC(=NC2=C1F)OCC1(CC1)CN(C)C)N1CC2CCC(C1)N2C(=O)OC(C)(C)C